(R)-2-amino-3-methoxypropionitrile N[C@H](C#N)COC